(S,E)-N-ethylidene-2-methylpropane-2-sulfinamide C(/C)=N\[S@@](=O)C(C)(C)C